CC(C)(SCCO)SCCO 2,2'-(propane-2,2-diylbis(sulfanediyl))diethanol